(S)-4,11-diethyl-4-hydroxy-3,14-dioxo-3,4,12,14-tetrahydro-1H-pyrano[3',4':6,7]indolizino[1,2-b]quinolin-9-yl 2-(4-isobutylphenyl)propanoate C(C(C)C)C1=CC=C(C=C1)C(C(=O)OC1=CC=2C(=C3C(=NC2C=C1)C1=CC2=C(C(N1C3)=O)COC([C@]2(O)CC)=O)CC)C